5,10,15,20-tetra(4-chlorophenyl)porphyrin ClC1=CC=C(C=C1)C=1C2=CC=C(N2)C(=C2C=CC(C(=C3C=CC(=C(C=4C=CC1N4)C4=CC=C(C=C4)Cl)N3)C3=CC=C(C=C3)Cl)=N2)C2=CC=C(C=C2)Cl